2-[2-[2-[[7'-[2-[2-[2-(2-methylprop-2-enoyloxy)ethoxy]ethylcarbamoyloxy]ethoxy]-2,2'-dioxo-4,4'-spirobi[chromane]-7-yl]oxy]ethoxycarbonylamino]ethoxy]ethyl 2-methylprop-2-enoate CC(C(=O)OCCOCCNC(=O)OCCOC1=CC=C2C3(CC(OC2=C1)=O)CC(OC1=CC(=CC=C13)OCCOC(NCCOCCOC(C(=C)C)=O)=O)=O)=C